O[Co](O)(O)(O)O pentahydroxyl-cobalt